Sodium ferric fluorophosphate P(=O)([O-])([O-])F.[Fe+3].[Na+].P(=O)([O-])([O-])F